BrC1=C(C=CC(=C1)F)[C@H]([C@H]1CN2C(C=3N1N=CC(C3O)=O)=NC=C2)C2=CC=C(C=C2)F (S)-6-((R)-(2-bromo-4-fluorophenyl)(4-fluorophenyl)methyl)-11-hydroxy-5,6-dihydro-10H-imidazo[2',1':3,4]pyrazino[1,2-b]pyridazin-10-one